FC1=CC=C(C=C1)C=1C(=NN2C1C=C(C=C2)C(F)(F)F)NC(C[C@](C)(C2=NC=CC=C2)O)=O (R)-N-(3-(4-fluorophenyl)-5-(trifluoromethyl)pyrazolo[1,5-a]pyridin-2-yl)-3-hydroxy-3-(pyridin-2-yl)butanamide